ethyl 2-[[3-hydroxy-4-methyl-5-(2-naphthyl)pyridine-2-carbonyl]amino]acetate OC=1C(=NC=C(C1C)C1=CC2=CC=CC=C2C=C1)C(=O)NCC(=O)OCC